O=C1N(CC2=CC(=CC=C12)O[C@H]1[C@@H](CCC1)NCC=1C=NC=CC1)C1C(NC(CC1)=O)=O 3-(1-oxo-5-(((1R,2R)-2-((pyridin-3-ylmethyl)amino)cyclopentyl)oxy)isoindolin-2-yl)piperidine-2,6-dione